[N+](=O)([O-])C1=CC=C(C=C1)S(=O)(=O)C1=NC2=CC=C(C=C2C=C1)OC(F)(F)F (4-nitrophenyl)sulfonyl-6-(trifluoromethoxy)quinoline